phenanthrenylphenanthrene C1(=CC=CC=2C3=CC=CC=C3C=CC12)C1=CC=CC=2C3=CC=CC=C3C=CC12